O=S1(CCN(CC1)C(=O)C1CN(CC(C1)C1=CC=CC=C1)S(=O)(=O)C1=CC(=CC=C1)C(C)O)=O (1,1-Dioxidothiomorpholino)(1-((3-(1-hydroxyethyl)phenyl)sulfonyl)-5-phenylpiperidin-3-yl)methanone